FC=1C=C2CCN(CC2=CC1)CC=1OC=CN1 (R)-6-fluoro-2-(oxazol-2-ylmethyl)-1,2,3,4-tetrahydroisoquinoline